C(C)(=O)C1=CC(=CC(=C1)C(C)=O)C(C)=O 1,3,5-triacetyl-benzene